1-((1R,5S,7s)-7-(3-(2-hydroxyphenyl)-5-methyl-7H-pyrrolo[2,3-c]pyridazin-6-yl)-3-oxa-9-azabicyclo[3.3.1]nonan-9-yl)prop-2-en-1-one OC1=C(C=CC=C1)C1=CC2=C(N=N1)NC(=C2C)C2C[C@H]1COC[C@@H](C2)N1C(C=C)=O